CC(CC=CC(C)=O)CCCC(C)C 6,10-Dimethylundecen-2-on